ClC=1C(=C(C=CC1)O)C1=C2C(=C(N=N1)N[C@@H]1CN(CCC1)C)C=NC=C2 3-chloro-2-(4-{[(3S)-1-methylpiperidin-3-yl]amino}pyrido[3,4-d]pyridazin-1-yl)phenol